BrC1=C(C(=NC=C1)[N+](=O)[O-])OCC bromo-3-ethoxy-2-nitropyridine